FC(S(=O)(=O)NC1=C(C=CC=C1)C1=CC=C2[C@@H]([C@H](COC2=C1)CC=1N=C(SC1)C)O)(F)F 1,1,1-Trifluoro-N-(2-{(3S,4R)-4-hydroxy-3-[(2-methyl-1,3-thiazol-4-yl)methyl]-3,4-dihydro-2H-chromen-7-yl}phenyl)methansulfonamid